CC(C(=O)OCC)CC ETHYL 2-METHYLBUTYRATE